C(C)(C)(C)OC(=O)N[C@H](C(=O)OC(C)(C)C)CCCN1C(=NC=C1)[N+](=O)[O-] (S)-tert-butyl 2-((tert-butoxycarbonyl)amino)-5-(2-nitro-1H-imidazol-1-yl)pentanoate